mono-thexyl-borane C(C)(C)(C(C)C)B